2-oxo-4-propyl-tetrahydrofuran O=C1OCC(C1)CCC